N,N-diethylaminobutyl-methacrylamide racemic-ethyl-2-(3-fluoro-2-methoxy-5-(tetrahydrofuran-2-yl)phenyl)acetate C(C)OC(CC1=C(C(=CC(=C1)[C@@H]1OCCC1)F)OC)=O.C(C)NN(C(C(=CCCCC)C)=O)NCC |r|